C(C)OC(=C)C1=C(C(=NC=C1)N(C(C)=O)CC)F N-(4-(1-ethoxyvinyl)-3-fluoropyridin-2-yl)-N-ethylacetamide